5-chloro-1-methyl-4-(tributylstannyl)-1H-imidazole ClC1=C(N=CN1C)[Sn](CCCC)(CCCC)CCCC